FC1=C(C2=C(C=C(C=C2C=C1)OCOC)C1=C(C=C2C(=NC(=NC2=C1F)OCC(F)(F)F)N1C[C@](CCC1)(C)O)[N+](=O)[O-])C#C/C=C/C(=O)[O-] (E)-5-(2-fluoro-8-(8-fluoro-4-((R)-3-hydroxy-3-methylpiperidin-1-yl)-6-nitro-2-(2,2,2-trifluoroethoxy)quinazolin-7-yl)-6-(Methoxymethoxy)naphth-1-yl)pent-2-en-4-ynoate